CC(CN)(C)C 2,2-dimethylpropaneamine